8-bromo-6-fluoro-5-nitro-2H-benzo[b][1,4]oxazin-3(4H)-one BrC1=CC(=C(C2=C1OCC(N2)=O)[N+](=O)[O-])F